C1CO1.OCCOCCO hydroxyethyl ether compound with ethylene oxide